C(C)(C)(C)C=1C=C(N(N1)C1=C(C=CC=C1)Cl)NC(OCC(Cl)(Cl)Cl)=O 2,2,2-trichloroethyl N-[5-tert-butyl-2-(2-chlorophenyl)pyrazol-3-yl]carbamate